ClC=1C=CC=C2C=CC=C(C12)C1=C2C(=C3C(=NC(=NC3=C1)OC[C@H]1N(CCOC1)C)N1C[C@@H](N(CC1)C(C(=C)F)=O)CC#N)OCCC2 2-((S)-4-(5-(8-chloronaphthalen-1-yl)-8-(((S)-4-methylmorpholin-3-yl)methoxy)-3,4-dihydro-2H-pyrano[2,3-f]quinazolin-10-yl)-1-(2-fluoroacryloyl)piperazin-2-yl)acetonitrile